Butyl 3-bromo-5-iodobenzoate BrC=1C=C(C(=O)OCCCC)C=C(C1)I